4,4'-diaminobibenzyl tert-butyl-4-hydroxypiperidine-1-carboxylate C(C)(C)(C)OC(=O)N1CCC(CC1)O.NC1=CC=C(C=C1)CCC1=CC=C(C=C1)N